[Na].FC1=CC(=NN1C(C)C)S(=O)(=O)NC(NC1=C2CCCC2=CC=2CCCC12)=O 5-Fluoro-N-((1,2,3,5,6,7-hexahydro-s-indacen-4-yl)carbamoyl)-1-isopropyl-1H-pyrazole-3-sulfonamide, sodium salt